lithium (t-butoxycarbonyl)amide C(C)(C)(C)OC(=O)[NH-].[Li+]